ClC1=C(C=CC(=C1)C(F)(F)F)NC(=O)C1(CCC1)N1N=CC(=C1)N1CCC(CC1)CN1CCN(CC1)C=1C=C2C(N(C(C2=CC1)=O)C1C(NC(CC1)=O)=O)=O N-(2-chloro-4-(trifluoromethyl)phenyl)-1-(4-(4-((4-(2-(2,6-dioxopiperidin-3-yl)-1,3-dioxoisoindolin-5-yl)piperazin-1-yl)methyl)piperidin-1-yl)-1H-pyrazol-1-yl)cyclobutane-1-carboxamide